5-(4-bromophenyl)-4-(4-methoxybenzyl)morpholin-3-one BrC1=CC=C(C=C1)C1COCC(N1CC1=CC=C(C=C1)OC)=O